O1CC(C1)NC1=C2CN(CC2=CC=C1)C(=O)OC(C)(C)C tert-Butyl 4-(oxetan-3-ylamino)isoindoline-2-carboxylate